di-tert-butyl (2S)-2-({[(2S)-6-{[(2S)-2-amino-3-(3-methylphenyl)propanoyl]amino}-1-tert-butoxy-1-oxohexan-2-yl]carbamoyl}amino)pentanedioate N[C@H](C(=O)NCCCC[C@@H](C(=O)OC(C)(C)C)NC(=O)N[C@H](C(=O)OC(C)(C)C)CCC(=O)OC(C)(C)C)CC1=CC(=CC=C1)C